ClC1=C(C=C2C=C(N=CC2=C1)NC(=O)[C@@H]1[C@H](C1)C1=NC=CC=C1)C1CCN(CC1)[C@@]1(COC[C@@H]1F)C (1S,2S)-N-(7-chloro-6-(1-((3R,4R)-4-fluoro-3-methyltetrahydrofuran-3-yl)piperidin-4-yl)isoquinolin-3-yl)-2-(pyridin-2-yl)cyclopropane-1-carboxamide